2,2,2-trifluoro-1-(4-fluorophenyl)ethanone tert-butyl-4-[4-[2-fluoro-4-(7-fluoro-1-methyl-benzotriazol-5-yl)oxy-3-methyl-anilino]pyrido[3,2-d]pyrimidin-6-yl]piperazine-1-carboxylate C(C)(C)(C)OC(=O)N1CCN(CC1)C=1C=CC=2N=CN=C(C2N1)NC1=C(C(=C(C=C1)OC1=CC2=C(N(N=N2)C)C(=C1)F)C)F.FC(C(=O)C1=CC=C(C=C1)F)(F)F